C1(CCCCC1)CCNC(C1=CC(=CC=C1)NC1=CC=C(C=C1)OCC1=NC=CC=C1)=O N-(2-cyclohexylethyl)-3-((4-(pyridin-2-ylmethoxy)phenyl)amino)benzamide